thioglycerine SCC(O)CO